[Si](C1=CC=CC=C1)(C1=CC=CC=C1)(C(C)(C)C)OC1C(NCC1)=O 3-((tert-butyldiphenylsilyl)oxy)pyrrolidin-2-one